(1R,2S,5S)-N-{(2S)-1-(1,3-benzothiazol-2-yl)-1-oxo-3-[(3S)-2-oxopyrrolidin-3-yl]propan-2-yl}-6,6-dimethyl-3-[N-(trifluoroacetyl)-L-valyl]-3-azabicyclo[3.1.0]hexane-2-carboxamide S1C(=NC2=C1C=CC=C2)C([C@H](C[C@H]2C(NCC2)=O)NC(=O)[C@@H]2[C@H]1C([C@H]1CN2C([C@@H](NC(C(F)(F)F)=O)C(C)C)=O)(C)C)=O